3-(6-bromo-4-(1,3-dioxolan-2-yl)pyridin-2-yl)tetrahydrofuran-3-ol BrC1=CC(=CC(=N1)C1(COCC1)O)C1OCCO1